(S)-2-(6-((2-azidoethyl)amino)-4-(3-((4-methyl-4H-1,2,4-triazol-3-yl)methyl)oxetan-3-yl)pyridin-2-yl)-6-((3-methylpiperidin-1-yl)methyl)-4-(trifluoromethyl)isoindolin-1-one N(=[N+]=[N-])CCNC1=CC(=CC(=N1)N1C(C2=CC(=CC(=C2C1)C(F)(F)F)CN1C[C@H](CCC1)C)=O)C1(COC1)CC1=NN=CN1C